3-(triethoxysilyl)propylmethyldimethoxysilane C(C)O[Si](CCC[Si](OC)(OC)C)(OCC)OCC